1,7-dihydroxy-3-methylanthraquinone OC1=CC(=CC=2C(C3=CC=C(C=C3C(C12)=O)O)=O)C